C(C)(C)(C)OC(=O)N(C(OCCCC)=O)C1=CC(=C(C=C1)[N+](=O)[O-])CCN(C)C butyl N-tert-butoxycarbonyl-N-[3-[2-(dimethylamino)ethyl]-4-nitro-phenyl]carbamate